N-(1-(5-fluoro-2-(2-methoxyethoxy)phenyl)ethyl)-3-(1-(tetrahydro-2H-pyran-4-yl)-1H-pyrazol-4-yl)pyrazolo[1,5-a]pyrimidine-5-amine FC=1C=CC(=C(C1)C(C)NC1=NC=2N(C=C1)N=CC2C=2C=NN(C2)C2CCOCC2)OCCOC